2,2-difluoro-N-[rac-(2R,3S)-1-[1-(6-methyl-3-pyridyl)indazol-5-yl]-5-oxo-2-phenyl-pyrrolidin-3-yl]propanamide FC(C(=O)N[C@@H]1[C@H](N(C(C1)=O)C=1C=C2C=NN(C2=CC1)C=1C=NC(=CC1)C)C1=CC=CC=C1)(C)F |r|